5-[7-(cyclopropyloxy)-1-fluoro-3-hydroxynaphthalen-2-yl]-1λ6,2,5-thiadiazolidine-1,1,3-trione C1(CC1)OC1=CC=C2C=C(C(=C(C2=C1)F)N1CC(NS1(=O)=O)=O)O